4-(7-cyclopentyl-3-methylthiothieno[3,2-b]pyridin-2-yl)-5-fluoro-N-(5-morpholinylpyridin-2-yl)pyrimidin-2-amine C1(CCCC1)C1=C2C(=NC=C1)C(=C(S2)C2=NC(=NC=C2F)NC2=NC=C(C=C2)N2CCOCC2)SC